(R)-N-acetyl-alpha-phenylethylamine C(C)(=O)N[C@H](C)C1=CC=CC=C1